trans-tert-butyl (4-(6-chlorobenzo[d]thiazole-2-carboxamido)cyclohexyl)carbamate ClC1=CC2=C(N=C(S2)C(=O)N[C@@H]2CC[C@H](CC2)NC(OC(C)(C)C)=O)C=C1